sodium hydroxyethyl-acrylamide OCCC(C(=O)N)=C.[Na]